C(C)N1C(N\C(\C1=O)=C/C=1SC=CC1)=S (Z)-3-ethyl-5-(thiophen-2-ylmethylene)-2-thioxoimidazolidin-4-one